t-butyl (6-fluoro-4-hydroxylnaphthalen-2-yl)carbamate FC=1C=C2C(=CC(=CC2=CC1)NC(OC(C)(C)C)=O)O